NC1=C2C(NCN1I)=CN=C2 4-amino-3-iodo-1H-pyrrolo[3,4-d]pyrimidine